C/C=C/C/C=C\CCCCCCCCOC(=O)C 9z,12e-tetradecadienyl acetate